6-(benzo1,3-dioxolyl)-4-phenylpyrimidinamide O1C(OC2=C1C=CC=C2)C2=CC(=NC(=N2)C(=O)N)C2=CC=CC=C2